Nickel(II) citrat-Hydrat O.C(CC(O)(C(=O)[O-])CC(=O)[O-])(=O)[O-].[Ni+2].C(CC(O)(C(=O)[O-])CC(=O)[O-])(=O)[O-].[Ni+2].[Ni+2]